C(C)(CC)N1N=C(C(=C1C(=O)[O-])NC(CC(=O)OC)=O)C 1-(sec-butyl)-4-(3-methoxy-3-oxopropanamido)-3-methyl-1H-pyrazole-5-carboxylate